ClC=1C=C(N)C=C(C1CC=1C=C2C(=CN(C2=CC1)S(=O)(=O)C1=CC=C(C=C1)C)C(C)C)Cl 3,5-dichloro-4-[[3-isopropyl-1-(4-methylbenzene-sulfonyl)indol-5-yl]methyl]aniline